1,4-bis(3-cyclohexenyl)butane C1(CC=CCC1)CCCCC1CC=CCC1